COC1=C(C=C(C=C1OC)B1OC(C(O1)(C)C)(C)C)NS(=O)(=O)C=1C=NN(C1)C N-(2,3-dimethoxy-5-(4,4,5,5-tetramethyl-1,3,2-dioxaborolan-2-yl)phenyl)-1-methyl-1H-pyrazole-4-sulfonamide